N-(2,6-dimethylchroman-4-yl)-2-oxo-6-(trifluoromethyl)-1,2-dihydropyridine-3-carboxamide CC1OC2=CC=C(C=C2C(C1)NC(=O)C=1C(NC(=CC1)C(F)(F)F)=O)C